BrC=1C2=C(C(=NC1)N)C=NN2C2OCCCC2 7-Bromo-1-tetrahydropyran-2-yl-pyrazolo[4,3-c]pyridin-4-amine